7-Chloro-4-(1-(5-(((2-(dimethylamino)ethyl)amino)methyl)pyrimidin-2-yl)piperidin-4-yl)-1-Methyl-1,4-dihydropyrido[2,3-b]pyrazine-2,3-dione ClC1=CC2=C(N(C(C(N2C)=O)=O)C2CCN(CC2)C2=NC=C(C=N2)CNCCN(C)C)N=C1